N-octadecenyl-2-phenyl-3,5,7-tris-tetrahydropyranyloxy-quinolin-4-one C(=CCCCCCCCCCCCCCCCC)N1C(=C(C(C2=C(C=C(C=C12)OC1OCCCC1)OC1OCCCC1)=O)OC1OCCCC1)C1=CC=CC=C1